C(C)(=O)NC1=NC=CC(=C1)C1=C(N=C(N1)SC)C=1C=C(C=CC1)NC(C1=C(C(=CC=C1)O)CN1C(C2=CC=CC=C2C1)=O)=O N-(3-(5-(2-acetamidopyridin-4-yl)-2-(methylthio)-1H-imidazol-4-yl)phenyl)-3-hydroxy-2-((1-oxoisoindolin-2-yl)methyl)benzamide